COC1=C(C=C(C=C1)CCC)C1=NOC(=C1)CN1CCNCC1 3-(2-methoxy-5-propylphenyl)-5-(piperazine-1-ylmethyl)isoxazole